1-{[(4-(4-[((3S)-1-methylpyrrolidin-3-yl)carbonyl]piperazinyl)-1-[5-(difluoromethyl)(1,3,4-thiadiazol-2-yl)]-1H-indazol-6-yl)sulfonyl]amino}cyclopropanecarbonitrile CN1C[C@H](CC1)C(=O)N1CCN(CC1)C1=C2C=NN(C2=CC(=C1)S(=O)(=O)NC1(CC1)C#N)C=1SC(=NN1)C(F)F